1-(2-iodo-phenyl)-pyrrolidine IC1=C(C=CC=C1)N1CCCC1